CC1(OC2=C(C1)C=C(C(=C2)N2CCC(CC2)C(F)(F)F)NC(=O)C=2C=NN1C2N=CC=C1)C N-(2,2-dimethyl-6-(4-(trifluoromethyl)piperidin-1-yl)-2,3-dihydrobenzo-furan-5-yl)pyrazolo[1,5-a]pyrimidine-3-carboxamide